FC1CN(CC1F)C(CN1C(C2=C(C=C1)NC=C2C2=CC(=C(C=C2)F)C(F)(F)F)=O)=O 5-(2-(3,4-difluoropyrrolidin-1-yl)-2-oxoethyl)-3-(4-fluoro-3-(trifluoromethyl)phenyl)-1H-pyrrolo[3,2-c]pyridin-4(5H)-one